BrC=1C=C(C=CC1)\C(\C)=N\NS(=O)(=O)C1=CC=C(C=C1)C N-[(E)-1-(3-bromophenyl)ethylideneamino]-4-methyl-benzenesulfonamide